(S)-(1-((4-(1,2-dimethyl-6-oxo-1,6-dihydropyridin-3-yl)-3-(trifluoromethyl)Phenyl)amino)-1-oxo-3,3-diphenylpropan-2-yl)carbamic acid tert-butyl ester C(C)(C)(C)OC(N[C@H](C(=O)NC1=CC(=C(C=C1)C1=C(N(C(C=C1)=O)C)C)C(F)(F)F)C(C1=CC=CC=C1)C1=CC=CC=C1)=O